[I-].[I-].C(C)[SiH](CC)[Zr+2](C1C(=CC2=CC=CC=C12)CCC)C1C(=CC2=CC=CC=C12)CCC diethylsilyl-bis(propyl-indenyl)zirconium diiodide